tert-Butyl (5-formyl-2-phenyl-2H-indazol-3-yl)carbamate C(=O)C1=CC2=C(N(N=C2C=C1)C1=CC=CC=C1)NC(OC(C)(C)C)=O